BrC=1C(=C(NC1C(F)(F)F)COC(CC1=CC=C(C=C1)Cl)Cl)C#N 4-bromo-2-(4-chlorophenyl)-1-chloroethoxymethyl-5-trifluoromethylpyrrole-3-carbonitrile